FC1=C(C(=CC=C1)C)NC1=C(C(=O)NC=2C(=NC(=CC2)OC)C)C=C(C=C1)C(F)(F)F 2-((2-fluoro-6-methylphenyl)amino)-N-(6-methoxy-2-methylpyridin-3-yl)-5-(trifluoromethyl)benzamide